The molecule is a tertiary ammonium ion result from the protonation of the tertiary amino group of dehydrosecodine (the enamine form). An intermediate in the biosynthesis of aspidospermaand iboga alkaloids. It is a methyl ester, a monoterpenoid indole alkaloid, an alkaloid ester and a tertiary ammonium ion. It is a conjugate acid of a dehydrosecodine. CCC1=C[NH+](CC=C1)CCC2=C(NC3=CC=CC=C32)C(=C)C(=O)OC